COC1=NC2=C(N1C(=O)NCCOC1=CC=CC=C1)C=CC=C2N2CC(C2)N2CCN(CC2)C 2-Methoxy-4-(3-(4-methylpiperazin-1-yl)azetidin-1-yl)-N-(2-phenoxyethyl)-1H-benzo[d]imidazole-1-carboxamide